ClC=1N=C(C2=C(N1)C=CO2)NCC2=CC=C(C=C2)N2N=C(C=C2C)C(F)(F)F 2-chloro-N-(4-(5-methyl-3-(trifluoromethyl)-1H-pyrazol-1-yl)benzyl)furo[3,2-d]pyrimidin-4-amine